NCC(COC1=CC=CC=C1)O amino-3-phenoxypropan-2-ol